5-[(4-chlorophenyl)acetyl]-2,2-dimethyl-1,3-dioxane-4,6-dione ClC1=CC=C(C=C1)CC(=O)C1C(OC(OC1=O)(C)C)=O